5-(5-(1-(3-hydroxy-3-methylbutyl)piperidin-4-yl)-3-isopropyl-1H-indol-2-yl)-1,3,4-trimethylpyridin-2(1H)-one OC(CCN1CCC(CC1)C=1C=C2C(=C(NC2=CC1)C=1C(=C(C(N(C1)C)=O)C)C)C(C)C)(C)C